1-(4-(4-chloro-3-cyclopropyl-1H-pyrrolo[2,3-b]pyridin-5-yl)pyridin-2-yl)piperazin-2-one ClC1=C2C(=NC=C1C1=CC(=NC=C1)N1C(CNCC1)=O)NC=C2C2CC2